[N+](=O)([O-])C1=C(C(=O)O)C(=CC=C1)C(NC=1SC(=NN1)C1=CC=NC=C1)=O 2-nitro-6-[(5-pyridin-4-yl-1,3,4-thiadiazol-2-yl)carbamoyl]benzoic acid